C1(CCCC1)[C@@H]1[C@@H](C=2C=CC(=CC2CC1)O)C1=CC(=C(C=C1)N1CCC(CC1)C(OC)OC)F cis-6-cyclopentyl-5-(4-(4-(dimethoxymethyl)piperidin-1-yl)-3-fluorophenyl)-5,6,7,8-Tetrahydronaphthalene-2-ol